CS(=O)(=O)CC/C=C/CNC(=O)C1=CC2=CC=CC(=C2C=C1)C1=CC=C(C=C1)C(F)(F)F N-[(E)-5-methylsulfonylpent-2-enyl]-5-[4-(trifluoromethyl)phenyl]naphthalene-2-carboxamide